(4-hydroxybicyclo[2.2.2]oct-1-yl)carbamic acid OC12CCC(CC1)(CC2)NC(O)=O